azobisisoheptanOne N(=NCC(CCC(C)C)=O)CC(CCC(C)C)=O